(S)-2-((4-(4-chloro-2-fluorophenyl)-1-methyl-1H-1,2,3-triazol-5-yl)methyl)-5-(7-methoxy-5-oxa-2-azaspiro[3.4]octan-2-yl)pyridazin-3(2H)-one ClC1=CC(=C(C=C1)C=1N=NN(C1CN1N=CC(=CC1=O)N1CC2(C1)OC[C@H](C2)OC)C)F